2-Propanyl 4-{(3S,5aR,6R,7R,8aS)-6-[(1E,3R)-4-(3-fluorophenoxy)-3-hydroxy-1-buten-1-yl]-7-hydroxyoctahydro-2H-cyclopenta[b]oxepin-3-yl}butanoate FC=1C=C(OC[C@@H](/C=C/[C@H]2[C@@H](C[C@@H]3OC[C@H](CC[C@@H]32)CCCC(=O)OC(C)C)O)O)C=CC1